5-methylene-2-norbornene C=C1C2C=CC(C1)C2